4-((5-(acetoxy)-2H-tetrazol-2-yl)(phenyl)methyl)piperidine-1-carboxylic acid tert-butyl ester C(C)(C)(C)OC(=O)N1CCC(CC1)C(C1=CC=CC=C1)N1N=C(N=N1)OC(C)=O